C1=COC=C2N1C1=CC=CC=C1C=C2 [1,4]oxazino[4,3-a]quinoline